3-[(8-Ethoxy-4-tricyclo[5.2.1.02,6]decanyl)sulfanyl]-3,7-dimethyl-oct-6-enal C(C)OC1C2C3CC(CC3C(C1)C2)SC(CC=O)(CCC=C(C)C)C